C(C)OC1=CC=C(C=C1)C(\C=C\C1=CC(=C(C=C1)O)OC)=O (E)-1-(4-Ethoxyphenyl)-3-(4-hydroxy-3-methoxyphenyl)prop-2-en-1-one